N-(5-(2-cyano-5-((4-(trifluoromethyl)piperidin-4-yl)oxy)pyridin-4-yl)pyrazolo[1,5-a]pyridin-2-yl)cyclopropanecarboxamide C(#N)C1=NC=C(C(=C1)C1=CC=2N(C=C1)N=C(C2)NC(=O)C2CC2)OC2(CCNCC2)C(F)(F)F